N-((1-isobutylpyrrolidin-3-yl)methyl)-1-(3-(4-methoxyphenyl)-1,2,4-oxadiazol-5-yl)piperidine-4-carboxamide C(C(C)C)N1CC(CC1)CNC(=O)C1CCN(CC1)C1=NC(=NO1)C1=CC=C(C=C1)OC